tert-Butyl 4-(3-methyl-2-oxo-1,3-benzoxazol-4-yl)piperidine-1-carboxylate CN1C(OC2=C1C(=CC=C2)C2CCN(CC2)C(=O)OC(C)(C)C)=O